4-(cyclopentylamino)-7-((1S,2R,3S,4R,5R)-3,4-dihydroxy-5-(hydroxymethyl)bicyclo[3.1.0]hexan-2-yl)-7H-pyrrolo[2,3-d]pyrimidine-5-carbonitrile C1(CCCC1)NC=1C2=C(N=CN1)N(C=C2C#N)[C@@H]2[C@H]1C[C@]1([C@H]([C@H]2O)O)CO